CC=1C(C2=C(OCCO2)C(C1)=O)=O 6-methyl-2,3-dihydrobenzo[B][1,4]dioxin-5,8-dione